C1(CC1)C=1C=C(CN2CCN(CC2)CC2=CC(=C(OC(C(=O)OCC)(C)C)C(=C2)C)C)C=CC1C(F)(F)F Ethyl 2-(4-((4-(3-cyclopropyl-4-(trifluoromethyl)benzyl)piperazin-1-yl)methyl)-2,6-dimethylphenoxy)-2-methylpropanoate